5-ethynyl-6-fluoronaphthalen-2-yl acetate C(C)(=O)OC1=CC2=CC=C(C(=C2C=C1)C#C)F